5-(4-chloro-2-fluoro-phenyl)-7-((2R,6R)-2-cyclopropyl-6-methyl-4-morpholinyl)-2,3-dimethylpyrido[4,3-d]-pyrimidin-4(3H)-one ClC1=CC(=C(C=C1)C1=NC(=CC=2N=C(N(C(C21)=O)C)C)N2C[C@H](O[C@@H](C2)C)C2CC2)F